1-(cyclobutylmethyl)-6-(3,5-dimethylisoxazol-4-yl)-2-methyl-1H-benzo[d]imidazol-4-amine C1(CCC1)CN1C(=NC2=C1C=C(C=C2N)C=2C(=NOC2C)C)C